N-ethylmethacrylamid C(C)NC(C(=C)C)=O